N-piperidinium [NH2+]1CCCCC1